The molecule is a cyclohexane-1,2-diol with trans-configuration. It is a metabolite of cyclohexene oxide and other such compounds. It has a role as a human xenobiotic metabolite. C1CC[C@H]([C@@H](C1)O)O